1,1,1-trifluoro-2-chloropropene FC(C(=C)Cl)(F)F